NOCC=1C=C(C(NC1)=O)C(F)(F)F 5-((aminooxy)methyl)-3-(trifluoromethyl)pyridin-2(1H)-one